2-[(3-morpholin-4-ylpropyl)amino]pyrimidine-5-carboxamide N1(CCOCC1)CCCNC1=NC=C(C=N1)C(=O)N